6-[(4R)-4-hydroxy-2-oxopyrrolidin-1-yl]-1-methyl-4-[4-methyl-4-(5-methyl-1,3-benzooxazol-2-yl)piperidin-1-yl]-2-oxo-1,2-dihydroquinoline-3-carboxamide O[C@@H]1CC(N(C1)C=1C=C2C(=C(C(N(C2=CC1)C)=O)C(=O)N)N1CCC(CC1)(C=1OC2=C(N1)C=C(C=C2)C)C)=O